BrC=1C=C2CCC3(C2=CC1)NC(NC3=O)=O 5'-bromo-2',3'-dihydrospiro[imidazolidine-4,1'-indene]-2,5-dione